tert-butyl N-[2-[2-[2-[[2-[4-[2-fluoro-5-[(4-oxo-3H-phthalazin-1-yl)methyl]benzoyl]piperazin-1-yl]-2-oxo-ethyl]amino]ethoxy]ethylcarbamoyl]-5-phenyl-3-pyridyl]carbamate FC1=C(C(=O)N2CCN(CC2)C(CNCCOCCNC(=O)C2=NC=C(C=C2NC(OC(C)(C)C)=O)C2=CC=CC=C2)=O)C=C(C=C1)CC1=NNC(C2=CC=CC=C12)=O